N1(CCCCC1)C(=O)O[C@H]1C[C@H](CC1)C1=CC(=NN1)N (1R,3S)-3-(3-amino-1H-pyrazol-5-yl)cyclopentyl piperidine-1-carboxylate